3-(2-(1-methyl-1H-pyrazol-4-yl)-4-((4-methylpiperazin-1-yl)methyl)phenyl)urea CN1N=CC(=C1)C1=C(C=CC(=C1)CN1CCN(CC1)C)NC(N)=O